lithium trifluoromethanesulfonate salt FC(S(=O)(=O)[O-])(F)F.[Li+]